triphenylphosphinopalladium C1(=CC=CC=C1)P(C1=CC=CC=C1)(C1=CC=CC=C1)[Pd]